C(C)(C)(C)OC(=O)N1C(C2=C(C=C(C=C2C1=O)Br)\C=C\OCC)(C)C (E)-5-bromo-7-(2-ethoxyvinyl)-1,1-dimethyl-3-oxoisoindole-2-carboxylic acid tert-butyl ester